C(C1=CC=CC=C1)O[C@H]1C(OC([C@H]1OCC1=CC=CC=C1)(COCC1=CC=CC=C1)COCC1=CC=CC=C1)=O (3R,4S)-3,4-bis(benzyloxy)-5,5-bis((benzyloxy)methyl)dihydrofuran-2(3H)-one